3-[(1S)-5-[2-(2-aminopyridin-3-yl)-5-(pyrazol-1-yl)imidazo[4,5-b]pyridin-3-yl]-2,3-dihydro-1H-inden-1-yl]-7-(benzyloxy)-6-(hydroxymethyl)-1H-quinazoline-2,4-dione NC1=NC=CC=C1C1=NC=2C(=NC(=CC2)N2N=CC=C2)N1C=1C=C2CC[C@@H](C2=CC1)N1C(NC2=CC(=C(C=C2C1=O)CO)OCC1=CC=CC=C1)=O